COC=1C=C(OC=2C=3N(C=CC2)C=CN3)C=CC1[N+](=O)[O-] 8-(3-methoxy-4-nitrophenoxy)imidazo[1,2-a]pyridine